p-Octylacetophenone C(CCCCCCC)C1=CC=C(C=C1)C(C)=O